(2E)-3-(4-chlorophenyl)-1-{6-methoxy-1-methyl-1H,2H,3H,4H,9H-pyrido[3,4-B]indol-2-yl}prop-2-en-1-one ClC1=CC=C(C=C1)/C=C/C(=O)N1C(C=2NC3=CC=C(C=C3C2CC1)OC)C